C(C)(C)(C)OC(NC(CN1C(=C(C2=C1N=CN=C2N)Br)C(OCC)OCC)COC)=O (1-(4-amino-5-bromo-6-(diethoxymethyl)-7H-pyrrolo[2,3-d]pyrimidin-7-yl)-3-methoxypropan-2-yl)carbamic acid tert-butyl ester